5-(propargyloxy)-2'-deoxyuridine C(C#C)OC=1C(NC(N([C@H]2C[C@H](O)[C@@H](CO)O2)C1)=O)=O